N-((1-(6-phenyl-5-(4-(trifluoromethoxy)phenyl)pyrazin-2-yl)piperidin-4-yl)methyl)benzamide C1(=CC=CC=C1)C1=C(N=CC(=N1)N1CCC(CC1)CNC(C1=CC=CC=C1)=O)C1=CC=C(C=C1)OC(F)(F)F